O1COC=C1C(=O)O [1,3]dioxol-5-carboxylic acid